7-((1-Acetylpiperidin-4-yl)methoxy)-5-fluoro-2-((((cis)-4-hydroxycyclohexyl)thio)methyl)quinazolin-4(3H)-one C(C)(=O)N1CCC(CC1)COC1=CC(=C2C(NC(=NC2=C1)CS[C@@H]1CC[C@@H](CC1)O)=O)F